N1=C(C(=NC2=C1C=1N=C(C(=NC1C1=C2N=C(C(=N1)C#N)C#N)C#N)C#N)C#N)C#N dipyrazino[2,3-f:2',3'-h]quinoxalinehexacarbonitrile